BrC1=C(N)C(=CC=C1)C1=C(C=C(C=C1C)C)C 2-bromo-6-mesityl-aniline